NC1=C2C(=NC=N1)N(N=C2C2=CC1=CC=C(C=C1C=C2)OC)C(C)C=2OC1=CC=CC=C1C(C2C2=CC(=CC=C2)F)=O 2-(1-(4-Amino-3-(6-methoxynaphthalen-2-yl)-1H-pyrazolo[3,4-d]pyrimidin-1-yl)ethyl)-3-(3-Fluorophenyl)-4H-chromen-4-one